ClC1=C(C=C(C=C1)F)B(O)O (2-chloro-5-fluoro-phenyl)boronic acid